CN1CC(CC1)NC(=O)C1=CC2=NC(=CC(=C2S1)N1CCOCC1)N1N=C(C=C1)C=1C=C(C=CC1)C N-(1-Methylpyrrolidin-3-yl)-7-morpholino-5-(3-(m-tolyl)-1H-pyrazol-1-yl)thieno[3,2-b]pyridine-2-carboxamide